4,5-dihydropyrazolo[3,4-c]pyridine-3-carboxylate hydrochloride Cl.N1=NC(=C2C1=CNCC2)C(=O)O